S1C2=C(C(=C1)C1NCC3=CC=CC=C13)C=CC=C2 (benzo[b]thiophen-3-yl)isoindoline